(2R,5S)-2,5-dimethylpiperazin C[C@H]1NC[C@@H](NC1)C